CC1=CC=CC(=N1)C1=NNC=C1C1=NC2=CC(=CN=C2C=C1)C1C[C@@H]2CC[C@H](C1)N2 |r| 2-[3-(6-methyl-2-pyridyl)-1H-pyrazol-4-yl]-7-[rac-(1S,5R)-8-azabicyclo[3.2.1]octan-3-yl]-1,5-naphthyridine